2-{4-[12-methyl-4-(pyridin-3-yl)-8,11,13,14,16-pentaazatetracyclo[8.6.0.02,7.011,15]-hexadec-1(10),2,4,6,8,12,14-heptaen-16-yl]Phenyl}-2-methylpropanenitrile CC=1N2C=3C=NC4=CC=C(C=C4C3N(C2=NN1)C1=CC=C(C=C1)C(C#N)(C)C)C=1C=NC=CC1